ClC=1C=CC=2N(N1)C(=CN2)C2=CC=CC=C2 6-chloro-3-phenylimidazo[1,2-b]pyridazine